[Cl-].NCC[N+](CC(COCCCCCCCCCCCCCC)OCCCCCCCCCCCCCC)(C)C N-(2-aminoethyl)-N,N-dimethyl-2,3-bis(tetradecyloxy)propane-1-aminium chloride